6-{[(2S)-1-[(2S,4S)-4-hydroxy-2-({[4-(4-methyl-1,3-thiazol-5-yl)phenyl]methyl}carbamoyl)pyrrolidin-1-yl]-3,3-dimethyl-1-oxobutan-2-yl]carbamoyl}hexanoic acid O[C@H]1C[C@H](N(C1)C([C@H](C(C)(C)C)NC(=O)CCCCCC(=O)O)=O)C(NCC1=CC=C(C=C1)C1=C(N=CS1)C)=O